2-(pyridin-2-yldisulfanyl)ethanamine hydrogen chloride salt Cl.N1=C(C=CC=C1)SSCCN